(2R)-N-(3-{6-azaspiro[2.5]octan-6-yl}-4-{1-[2-(4,4-difluoropiperidin-1-yl)-6-methylpyrimidin-4-yl]-1H-1,2,3-triazol-4-yl}phenyl)-1-hydroxypropane-2-sulfonamide C1CC12CCN(CC2)C=2C=C(C=CC2C=2N=NN(C2)C2=NC(=NC(=C2)C)N2CCC(CC2)(F)F)NS(=O)(=O)[C@@H](CO)C